2,3,4,5,6-pentafluorophenyl-acetic acid FC1=C(C(=C(C(=C1F)F)F)F)CC(=O)O